spiro[cyclopropane-1,6'-pyrazolo[5,1-b][1,3]oxazine]-3'-sulfonimidamide N1=CC(=C2OCC3(CN21)CC3)S(=O)(N)=N